2-(2-(3,3-difluorocyclopentyl)-4-(2,5-difluorophenyl)pyridin-3-yl)-3,4,6,7-tetrahydropyrano[3,4-d]imidazole FC1(CC(CC1)C1=NC=CC(=C1C1=NC2=C(N1)COCC2)C2=C(C=CC(=C2)F)F)F